COCCO[C@@H]1C[C@H](N(CC1)C(=O)OCC1=CC=CC=C1)C1=CC=C(C=C1)C(=O)OCCOC benzyl (2S,4S)-4-(2-methoxyethoxy)-2-(4-((2-methoxyethoxy)carbonyl)phenyl)piperidine-1-carboxylate